NCCNC(C1=CC(=CC=C1)OCC(OCCO)SSC(C)(C)C)=O N-(2-aminoethyl)-3-(2-(tert-butyldisulfaneyl)-2-(2-hydroxyethoxy)ethoxy)benzamide